5-fluorophenyl-dihydrogenphosphat FC=1C=CC=C(C1)OP(=O)(O)O